(racemic)-(3-chloro-4-(6-(1-methylcyclopropoxy)-9-((4-methylpyridin-2-yl)methyl)-9H-purin-8-yl)phenyl)(3-(pyrrolidin-1-yl)azetidin-1-yl)methanone ClC=1C=C(C=CC1C=1N(C2=NC=NC(=C2N1)OC1(CC1)C)CC1=NC=CC(=C1)C)C(=O)N1CC(C1)N1CCCC1